(R)-3-(isoquinolin-4-yl)-2-oxo-1-(3-(trifluoromethyl)cyclobutyl)imidazoline-4-carbonitrile C1=NC=C(C2=CC=CC=C12)N1C(N(C[C@@H]1C#N)C1CC(C1)C(F)(F)F)=O